C(C)(C)(C)C1N2C(C3=CC(=C(C=C3C1)OCCCOC)Cl)=CC(C(=C2)C(=O)O)=NO 6-tert-butyl-10-chloro-2-(hydroxyimino)-9-(3-methoxypropoxy)-6H,7H-pyrido[2,1-a]isoquinoline-3-carboxylic acid